CN1C(N(C(C(=C1)C(=O)NC1=CC(=C(C=C1)OC1=C(C(=NC=2N1N=CC2)C)C)F)=O)C2=CC=C(C=C2)F)=O 1-methyl-3-(4-fluorophenyl)-N-(3-fluoro-4-((5,6-dimethylpyrazolo[1,5-a]pyrimidine-7-yl)oxy)phenyl)-2,4-dioxo-1,2,3,4-tetrahydropyrimidine-5-carboxamide